ClC1=CC(=C(C=C1)NS(=O)=O)C.[Na] sodium N-(4-chloro-2-methylphenyl)sulfonamide